3-[4-(methylamino)pyrrolo[2,3-d]pyrimidin-7-yl]-5-{[(1-methylpyrazol-3-yl)({3-[(2-phenylethyl)amino]propyl})amino]methyl}cyclopentane-1,2-diol CNC=1C2=C(N=CN1)N(C=C2)C2C(C(C(C2)CN(CCCNCCC2=CC=CC=C2)C2=NN(C=C2)C)O)O